(S)-3-((R)-1-(3-(5,6,7,8-tetrahydro-1,8-naphthyridin-2-yl)propyl)piperidine-3-carboxamido)-2-(thieno[2,3-d]pyrimidin-4-ylamino)propanoic acid N1=C(C=CC=2CCCNC12)CCCN1C[C@@H](CCC1)C(=O)NC[C@@H](C(=O)O)NC=1C2=C(N=CN1)SC=C2